(1aR,5aR)-2-(2,4-Difluoro-phenyl)-1a,2,5,5a-tetrahydro-1H-2,3-diaza-cyclopropa[a]pentalene-4-carboxylic acid (5-methyl-pyrazin-2-ylmethyl)-amide CC=1N=CC(=NC1)CNC(=O)C=1C=2C[C@@H]3[C@H](C2N(N1)C1=C(C=C(C=C1)F)F)C3